2-(4-chloro-3-fluorophenoxy)-N-{4-[5-(methoxymethyl)-1,3,4-oxadiazol-2-yl]-3-oxobicyclo[2.2.2]oct-1-yl}acetamide ClC1=C(C=C(OCC(=O)NC23CC(C(CC2)(CC3)C=3OC(=NN3)COC)=O)C=C1)F